5-[3-[(1R)-2,2-difluoro-1-[4-(2,2,2-trifluoroethoxy)-2-pyridyl]ethoxy]-1-(trideuteriomethyl)pyrazolo[3,4-c]pyridazin-5-yl]-1H-pyrimidine-2,4-dione FC([C@H](OC1=NN(C2=NN=C(C=C21)C=2C(NC(NC2)=O)=O)C([2H])([2H])[2H])C2=NC=CC(=C2)OCC(F)(F)F)F